4-fluoro-4-[8-fluoro-6-(2-methylimidazo[1,2-a]pyridin-6-yl)-4-oxo-3,4-dihydroquinazolin-2-yl]piperidine-1-carboxylic acid tert-butyl ester C(C)(C)(C)OC(=O)N1CCC(CC1)(C1=NC2=C(C=C(C=C2C(N1)=O)C=1C=CC=2N(C1)C=C(N2)C)F)F